Dehydrodieugenol COC1=CC(=CC(=C1O)C2=C(C(=CC(=C2)CC=C)OC)O)CC=C